C(C)C(C(C)(C1CC1)C(C(=O)O)C(=O)O)CC.C(C)OC1=CC=C(OCC(C)O)C=C1 3-(4-ethoxyphenoxy)propan-2-ol diethyl-2-(1-cyclopropyl-1-methyl-ethyl)propanedioate